vinyl-bis(3-trimethoxysilylpropylamino)silane methyl-4-({2-chloro-3-[(1-methylcyclopropyl)carbamoyl]phenyl}amino)-3-cyclopropylbenzoate COC(C1=CC(=C(C=C1)NC1=C(C(=CC=C1)C(NC1(CC1)C)=O)Cl)C1CC1)=O.C(=C)[SiH](NCCC[Si](OC)(OC)OC)NCCC[Si](OC)(OC)OC